ClCC1=NOC(=N1)C1=CC(=C(C=C1)F)C1CC1 3-(chloromethyl)-5-(3-cyclopropyl-4-fluorophenyl)-1,2,4-oxadiazole